COC=1C=C2C(=CNC2=CC1)C1CNCC1 5-methoxy-3-(pyrrolidin-3-yl)-1H-indole